C12CN(CC(N1)C2)C2=C(N(C=1N(C2=O)N=C(N1)C=1CCOCC1)CC(=O)NC1=C(C=C(C=C1)C(F)(F)F)C)CC 2-(6-(3,6-diazabicyclo[3.1.1]heptan-3-yl)-2-(3,6-dihydro-2H-pyran-4-yl)-5-ethyl-7-oxo-[1,2,4]triazolo[1,5-a]pyrimidin-4(7H)-yl)-N-(2-methyl-4-(trifluoromethyl)phenyl)acetamide